((4-chloro-5-(1-(ethoxycarbonyl)cyclopropyl)pyrimidin-2-yl)amino)piperidine-1-carboxylic acid benzyl ester C(C1=CC=CC=C1)OC(=O)N1C(CCCC1)NC1=NC=C(C(=N1)Cl)C1(CC1)C(=O)OCC